ClC=1C=C2C(=CC1Cl)NC([C@]21CN(CC1)C(=O)C1CCC(CC1)O)=O (S)-5,6-dichloro-1'-((1r,4S)-4-hydroxycyclohex-ane-1-carbonyl)Spiro[indoline-3,3'-pyrrolidin]-2-one